1-(4-(5-(4-phenyl-3,4-dihydro-1H-benzo[4,5]imidazo[2,1-c][1,4]oxazin-7-yl)pyridin-2-yl)piperazin-1-yl)ethanone C1(=CC=CC=C1)C1N2C(COC1)=NC1=C2C=C(C=C1)C=1C=CC(=NC1)N1CCN(CC1)C(C)=O